C(#N)C1=CC(=C(COC2=CC=CC(=N2)C2CCN(CC2)C2C=3N(CC[C@@H]2C(=O)O)C2=C(N3)C=CC=C2)C=C1)F (S)-4-(4-(6-((4-cyano-2-fluorobenzyl)oxy)pyridin-2-yl)piperidin-1-yl)-1,2,3,4-tetrahydrobenzo[4,5]imidazo[1,2-a]pyridine-3-carboxylic acid